di(2-ethylpentyl) 2,3-dimethylmaleate C/C(/C(=O)OCC(CCC)CC)=C(/C(=O)OCC(CCC)CC)\C